3-fluoro-1-(tetrahydro-2H-pyran-4-yl)-1H-indazole FC1=NN(C2=CC=CC=C12)C1CCOCC1